4,4-difluoroazepane FC1(CCNCCC1)F